(S)-N-((1R,2R)-1-(2,3-dihydrobenzo[b][1,4]dioxin-6-yl)-1-hydroxy-3-(pyrrolidin-1-yl)propan-2-yl)-1-(1,5-naphthyridin-3-yl)pyrrolidine-3-carboxamide O1C2=C(OCC1)C=C(C=C2)[C@H]([C@@H](CN2CCCC2)NC(=O)[C@@H]2CN(CC2)C=2C=NC1=CC=CN=C1C2)O